(E)-9-hexadecen-16-olide C1(CCCCCCC\C=C\CCCCCCO1)=O